[I-].CN1C=C(C2=CC=CC=C12)CC[NH+](CCC)CCC [2-(1-methyl-1H-indol-3-yl)ethyl]dipropylazanium iodide